FC(CCCC1=CC=CC=C1)(F)F (E)-4,4,4-trifluoro-1-phenylbutan